C(CCC)C1N(CCC1)CC Butyl-ethyl-pyrrolidine